7-chloro-5-(5-fluoro-3-pyridinyl)-3-isopropyl-2-methyl-pyrazolo[1,5-a]Pyrimidine ClC1=CC(=NC=2N1N=C(C2C(C)C)C)C=2C=NC=C(C2)F